CN1C[C@H](CC1)O (S)-1-methylpyrrolidin-3-ol